trans-2-Cyanocyclopentyl-(8-chloro-7-fluoro-6-(8-methyl-2,3-dihydro-1H-pyrido[2,3-b][1,4]oxazin-7-yl)isochinolin-3-yl)carbamat C(#N)[C@H]1[C@@H](CCC1)N(C([O-])=O)C=1N=CC2=C(C(=C(C=C2C1)C1=C(C2=C(OCCN2)N=C1)C)F)Cl